C(C\C=C/CC)OC(CCC)=O butyric acid-(3Z)-3-hexen-1-yl ester